4-amino-N-((5R)-6,6-difluoro-2-(trifluoromethyl)-6,7-dihydro-5H-cyclopenta[b]pyridin-5-yl)-7-fluoro-N,1-dimethyl-1H-pyrazolo[4,3-c]quinoline-8-carboxamide NC1=NC=2C=C(C(=CC2C2=C1C=NN2C)C(=O)N(C)[C@H]2C(CC1=NC(=CC=C12)C(F)(F)F)(F)F)F